(R,E)-N-(4-((3,4-dichloro-2-fluorophenyl)amino)-5-(2-methoxyethoxy)quinazolin-6-yl)-3-(1-methylpyrrolidin-2-yl)acrylamide ClC=1C(=C(C=CC1Cl)NC1=NC=NC2=CC=C(C(=C12)OCCOC)NC(\C=C\[C@@H]1N(CCC1)C)=O)F